5-bromo-1,1-dimethoxy-pentane BrCCCCC(OC)OC